OC1(CCOCC1)C=1C=C(C=CC1)C=1N=C(SC1)NC(CNC(OC(C)(C)C)=O)=O tert-butyl (2-((4-(3-(4-hydroxytetrahydro-2H-pyran-4-yl)phenyl)thiazol-2-yl)amino)-2-oxoethyl)carbamate